C(C)(C)(C)OC(=O)N1C(CNCC1)CCOC1=CC(=CC=C1)C1=CC2=C(N(C(N2C)=O)C2C(NC(CC2)=O)=O)C=C1 (2-(3-(1-(2,6-dioxopiperidin-3-yl)-3-methyl-2-oxo-2,3-dihydro-1H-benzo[d]imidazol-5-yl)phenoxy)ethyl)piperazine-1-carboxylic acid tert-butyl ester